(3R,4R)-3-hydroxypiperidin O[C@H]1CNCCC1